FC1=C(C=CC=C1F)[C@H]([C@@H](O)[C@@H]1N(CCC1)C(=O)OCC1=CC=CC=C1)C1=CC=CC=C1 benzyl (R)-2-((1R,2R)-2-(2,3-difluorophenyl)-1-hydroxy-2-phenylethyl)pyrrolidine-1-carboxylate